Aminothiothymidin N[C@@]1(C[C@H](O)[C@@H](CO)O1)N1C(=S)NC(=O)C(C)=C1